cerium (iii) acetate hydrate O.C(C)(=O)[O-].[Ce+3].C(C)(=O)[O-].C(C)(=O)[O-]